NC1=C2C(=NC=N1)N(N=C2C=2NC1=CC=C(C=C1C2)O)C(C)C (2-(4-Amino-1-(1-methylethyl)-1H-pyrazolo[3,4-d]pyrimidin-3-yl)-1H-indol-5-ol)